3-(4-iodophenyl)-4-tetrahydropyran-2-yl-1,2,4-triazole IC1=CC=C(C=C1)C1=NN=CN1C1OCCCC1